ClC1=C(C=CC=C1)NC(C1=CC=C(C=C1)C(C(F)(F)F)(C(F)(F)F)O)=O N-(2-chlorophenyl)-4-(1,1,1,3,3,3-hexafluoro-2-hydroxypropan-2-yl)benzamide